NC1=CC(=C(C=C1OC)N1CCC(CC1)N1CC2(CN(C2)C(=O)OC(C)(C)C)C1)C=1C=NN(C1)C tert-butyl 6-(1-(4-amino-5-methoxy-2-(1-methyl-1H-pyrazol-4-yl)phenyl)piperidin-4-yl)-2,6-diazaspiro[3.3]heptane-2-carboxylate